{4-[4-(5-bromo-pyridin-2-ylcarbamoyl)-benzoylamino]-benzyl}-carbamic acid tert-butyl ester C(C)(C)(C)OC(NCC1=CC=C(C=C1)NC(C1=CC=C(C=C1)C(NC1=NC=C(C=C1)Br)=O)=O)=O